2-(3-carbamoyl-5-((4-methylpyrimidin-2-yl)methoxy)-1H-indazol-1-yl)acetic acid C(N)(=O)C1=NN(C2=CC=C(C=C12)OCC1=NC=CC(=N1)C)CC(=O)O